OC(CON1CCC(CC1)C1=NC=CC=C1)CN1CCCCC1 N-(2-hydroxy-3-(piperidin-1-yl)propoxy)-4-(pyridin-2-yl)piperidine